(1s,4s)-4-(4-Bromo-1-oxo-1H-pyrrolo[3,4-c]pyridin-2(3H)-yl)-N-(3-methoxy-4-methylphenyl)cyclohexanecarboxamide BrC1=NC=CC2=C1CN(C2=O)C2CCC(CC2)C(=O)NC2=CC(=C(C=C2)C)OC